COC1=CC=C2C=NN(C2=C1NS(=O)(=O)C=1C=NC(=CC1)C1=NN(C(=C1)C(F)(F)F)C)C N-(6-methoxy-1-methylindazol-7-yl)-6-[1-methyl-5-(trifluoromethyl)pyrazol-3-yl]pyridine-3-sulfonamide